1-(1-cyclobutylpiperidin-4-yl)-6-isopropyl-5-(8-methoxy-[1,2,4]triazolo[1,5-a]pyridin-6-yl)-1,3-dihydro-2H-benzo[d]imidazol-2-one C1(CCC1)N1CCC(CC1)N1C(NC2=C1C=C(C(=C2)C=2C=C(C=1N(C2)N=CN1)OC)C(C)C)=O